C(C)(C)(C)OC(=O)N[C@H]1C[C@@H](CC1)OC1=CC=C(C=C1C1=C(C(=CC=C1)F)C1CCC1)C(C(=O)OC)(C)C methyl 2-[6-({(1R,3R)-3-[(tert-butoxycarbonyl)amino]cyclopentyl}oxy)-2'-cyclobutyl-3'-fluoro[1,1'-biphenyl]-3-yl]-2-methylpropanoate